[SiH2]([SiH2][SiH3])P(Cl)Cl trisilanyldichlorophosphine